2-amino-3-(pyrimidin-2-yl)propionic acid NC(C(=O)O)CC1=NC=CC=N1